FC1(C(N(C2=C(O1)C=C(C(=C2)C2=C(C(=CC(=C2F)F)F)F)F)CC(=O)O)=O)F 2-(2,2,7-trifluoro-3-oxo-6-(2,3,5,6-tetrafluorophenyl)-2,3-dihydro-4H-benzo[b][1,4]oxazin-4-yl)acetic acid